(1R,3S,Z)-5-(2-((1S,3aS,7aS,E)-1-(Buta-1,3-diyn-1-yl)-7a-methyloctahydro-4H-inden-4-ylidene)ethylidene)-4-methylenecyclohexane-1,3-diol C(#CC#C)[C@H]1CC[C@H]2\C(\CCC[C@]12C)=C\C=C\1/C([C@H](C[C@@H](C1)O)O)=C